[La].[Li] Lithium-Lanthanum